7-(4-methylpiperazin-1-yl)-2-[3-(6-methyl-2-pyridyl)-1H-pyrazol-4-yl]-1,5-naphthyridine CN1CCN(CC1)C1=CN=C2C=CC(=NC2=C1)C=1C(=NNC1)C1=NC(=CC=C1)C